1-((2-chlorothiazol-5-yl)methyl)-3-(1-(2-fluoroethyl)-1H-indol-3-yl)-9-methyl-4-oxo-4H-pyrido[1,2-a]pyrimidinium ClC=1SC(=CN1)C[N+]1=C2N(C(C(=C1)C1=CN(C3=CC=CC=C13)CCF)=O)C=CC=C2C